(S)-(+)-2-methyl-1-[(4-methyl-5-isoquinolyl)sulfonyl]isoquinoline CN1[C@H](C2=CC=CC=C2C=C1)S(=O)(=O)C1=C2C(=CN=CC2=CC=C1)C